C(C1=CC=CC=C1)NC(CC1=NC=C(C=C1)C1=C(C=C(C=C1)OCCBr)Cl)=O N-Benzyl-2-(5-(4-(2-bromoethoxy)-2-chlorophenyl)pyridin-2-yl)acetamide